COC(=O)C=1C=C2C(=CC=NC2=CC1N)OC1=CC=C(C=C1)NC(=O)C1(CC1)C(NC1=CC=C(C=C1)F)=O.C(C)(C)(C)C1=CC=C(C=C)C=C1 p-t-butyl-styrene methyl-7-amino-4-[4-[[1-[(4-fluorophenyl)carbamoyl]-cyclopropanecarbonyl]-amino]phenoxy]-quinoline-6-carboxylate